phenyl ((S)-1-((2S,4R)-2-((4-ethynylbenzyl)carbamoyl)-4-hydroxypyrrolidin-1-yl)-3,3-dimethyl-1-oxobutan-2-yl)carbamate C(#C)C1=CC=C(CNC(=O)[C@H]2N(C[C@@H](C2)O)C([C@H](C(C)(C)C)NC(OC2=CC=CC=C2)=O)=O)C=C1